5-(2-{bis[(2S,3R,4R,5R)-2,3,4,5,6-pentahydroxyhexyl]amino}ethoxy)-1,3-diethyl-1H-1,3-benzodiazol-3-ium O[C@@H](CN(CCOC1=CC2=C(N(C=[N+]2CC)CC)C=C1)C[C@@H]([C@H]([C@@H]([C@@H](CO)O)O)O)O)[C@H]([C@@H]([C@@H](CO)O)O)O